COC1=CC(=CC=C1)OCCOC 1-methoxy-3-(2-methoxyethoxy)benzene